FC=1C=C2C(=C(C=NC2=CC1)C(=O)N1CCN(CC1)S(=O)(=O)C)C1=CC=C(C=C1)C1(CCCC1)C#N 1-(4-(6-fluoro-3-(4-(methylsulfonyl)piperazine-1-carbonyl)quinolin-4-yl)phenyl)cyclopentane-1-carbonitrile